bromo-5-cyclopropyl-6-methyl-1-tetrahydropyran-2-yl-indazole BrC1=NN(C2=CC(=C(C=C12)C1CC1)C)C1OCCCC1